3-[(3-Bromo-4-hydroxyphenyl)(4,7,8-trihydroxy-2-oxochromen-3-yl)methyl]-4,7,8-trihydroxy-2H-chromen-2-one BrC=1C=C(C=CC1O)C(C=1C(OC2=C(C(=CC=C2C1O)O)O)=O)C=1C(OC2=C(C(=CC=C2C1O)O)O)=O